C(C)(C)(C)C=1C=C2C=C(C(=CC2=CC1)C#N)C#N 6-tert-butyl-2,3-dicyanonaphthalene